methyl 2-chloro-5-(prop-1-yn-1-yl)isonicotinate ClC=1C=C(C(=O)OC)C(=CN1)C#CC